C(C)(C)(C)OC(NCCOC1=C(C=CC(=C1)F)CBr)=O (2-(2-(bromomethyl)-5-fluorophenoxy)ethyl)carbamic acid tert-butyl ester